4-(4-chlorobenzoyl)-3-hydroxy-5-(4-methoxyphenyl)-1-[2-(4-morpholinyl)ethyl]-1,5-dihydro-2H-pyrrol-2-one ClC1=CC=C(C(=O)C2=C(C(N(C2C2=CC=C(C=C2)OC)CCN2CCOCC2)=O)O)C=C1